C(C)(C)(C)OC(=O)N1C(CNCC1)C1=NC(=NC(=C1)C1=CC=C(C=C1)Cl)C=1C=NSC1 (6-(4-chlorophenyl)-2-(isothiazol-4-yl)pyrimidin-4-yl)piperazine-1-carboxylic acid tert-butyl ester